5-chloro-N-((1r,4r)-4-((3-(6-(2-hydroxyethoxy)-4-methyl-pyridin-3-yl)-2-oxo-2,3-dihydro-1H-benzo[d]imidazol-1-yl)methyl)cyclohexyl)-2-(trifluoromethyl)nicotinamide ClC=1C=NC(=C(C(=O)NC2CCC(CC2)CN2C(N(C3=C2C=CC=C3)C=3C=NC(=CC3C)OCCO)=O)C1)C(F)(F)F